methyl 2-(4-hydroxy-2-methylphenyl)acetate OC1=CC(=C(C=C1)CC(=O)OC)C